N-(4-((S)-2-(4-chloro-3,5-difluorophenyl)propyl)-6-(((R)-1-hydroxy-4-methylpent-2-yl)amino)-1,3,5-triazin-2-yl)methanesulfonamide ClC1=C(C=C(C=C1F)[C@H](CC1=NC(=NC(=N1)N[C@@H](CO)CC(C)C)NS(=O)(=O)C)C)F